N-(2-((R)-3-(dimethylamino)pyrrolidin-1-yl)-4-methoxy-5-((6-((R)-3-(3-phenoxyphenyl)isoxazolidin-2-yl)pyrimidin-4-yl)amino)phenyl)acrylamide CN([C@H]1CN(CC1)C1=C(C=C(C(=C1)OC)NC1=NC=NC(=C1)N1OCC[C@@H]1C1=CC(=CC=C1)OC1=CC=CC=C1)NC(C=C)=O)C